FC1=CC=C(C(=O)N[C@H]2C[C@H](CCC2)NC(OC(C)(C)C)=O)C=C1 tert-butyl N-[(1S,3R)-3-[(4-fluorobenzoyl)amino]cyclohexyl]carbamate